(S,E)-1-(2-ethyl-4-(1-(((4-(6-fluoropyridin-3-yl)benzyl)oxy)imino)ethyl)benzyl)pyrrolidine-3-carboxylic acid C(C)C1=C(CN2C[C@H](CC2)C(=O)O)C=CC(=C1)/C(/C)=N/OCC1=CC=C(C=C1)C=1C=NC(=CC1)F